Benzyl (R)-4-(2-(2-(3-fluoropiperidin-1-yl)ethoxy)-7-(3-(methoxymethoxy)naphthalen-1-yl)-5,6,7,8-tetrahydropyrido[3,4-d]pyrimidin-4-yl)piperazine-1-carboxylate F[C@H]1CN(CCC1)CCOC=1N=C(C2=C(N1)CN(CC2)C2=CC(=CC1=CC=CC=C21)OCOC)N2CCN(CC2)C(=O)OCC2=CC=CC=C2